ClC1=NC=C(C=N1)CN1C(CC2(CC1)OCCC1=C2C=C(S1)CC)C 1'-[(2-chloropyrimidin-5-yl)methyl]-2-ethyl-2'-methyl-spiro[6,7-dihydrothieno[3,2-c]pyran-4,4'-piperidine]